(rac)-4-{4-[4-(azetidin-1-yl)phenoxy]azepan-1-yl}-1-methyl-2-oxo-1,2-dihydroquinoline-3-carbonitrile N1(CCC1)C1=CC=C(O[C@H]2CCN(CCC2)C2=C(C(N(C3=CC=CC=C23)C)=O)C#N)C=C1 |r|